3-(1-acryloyl-8-methoxy-1,2,3,4-tetrahydroquinolin-4-yl)-1-(2,2-difluoroethyl)-7-((4-(4-methylpiperazin-1-yl)phenyl)amino)-3,4-dihydropyrimido[4,5-d]pyrimidin-2(1H)-one C(C=C)(=O)N1CCC(C2=CC=CC(=C12)OC)N1C(N(C2=NC(=NC=C2C1)NC1=CC=C(C=C1)N1CCN(CC1)C)CC(F)F)=O